N[C@H](C(=O)[O-])C.C(C)N1C=[N+](C=C1)C 1-Ethyl-3-methylimidazolium (S)-2-aminopropionate